3-((7-chloro-1-methyl-6-(pyrazolo[1,5-a]pyrazin-3-yloxy)-1H-imidazo[4,5-b]pyridin-2-yl)amino)-1-((1R,2R)-2-hydroxycyclobutyl)-5-(trifluoromethyl)pyridin-2(1H)-one ClC1=C2C(=NC=C1OC=1C=NN3C1C=NC=C3)N=C(N2C)NC=2C(N(C=C(C2)C(F)(F)F)[C@H]2[C@@H](CC2)O)=O